O=C1NC2=CC=C(C=C2C1=C(C)C)S(=O)(=O)NC1=NNC(=C1)C1=CC=C(C=C1)C 2-oxo-3-(propan-2-ylidene)-N-(5-(p-tolyl)-1H-pyrazol-3-yl)indoline-5-sulfonamide